(3R,4R)-N-(isoquinolin-5-yl)-4-(1,3-thiazol-2-yl)pyrrolidine-3-carboxamide (((4-methoxybenzyl)sulfinyl)methyl)phosphonate COC1=CC=C(CS(=O)CP(O)(O)=O)C=C1.C1=NC=CC2=C(C=CC=C12)NC(=O)[C@H]1CNC[C@@H]1C=1SC=CN1